tert-Butyl (5-bromo-2-(cyclobutylmethoxy)benzyl)carbamate BrC=1C=CC(=C(CNC(OC(C)(C)C)=O)C1)OCC1CCC1